C(#N)\N=C(\NC1=CC=C(CNC(=O)C2=NN(C3=CC=C(C=C23)C2=NC=C(C=C2)C(N(C)C)=O)C)C=C1)/N(C)C (Z)-N-(4-(2-Cyano-3,3-dimethylguanidino)benzyl)-5-(5-(dimethylcarbamoyl)pyridin-2-yl)-1-methyl-1H-indazole-3-carboxamide